C(C)(=O)NCC(=O)O acetamidoacetic acid